OC1=CC=C(C=C1)P(O)(=O)C1=CC=C(C=C1)O bis(p-hydroxyphenyl)phosphinic acid